NC1CC=C(CC1)C=1C2=C(C(=NC1)N)C(=NN2C(C)C)Br 7-(4-aminocyclohex-1-en-1-yl)-3-bromo-1-isopropyl-1H-pyrazolo[4,3-c]pyridin-4-amine